[5-[(tert-butylamino)methyl]-2-furyl]methanol copper (P)-chlorate Cl(=O)(=O)[O-].[Cu+2].C(C)(C)(C)NCC1=CC=C(O1)CO.Cl(=O)(=O)[O-]